(R)-N-(4-fluorophenyl)-8-methyl-3-(3-methyl-1,2,4-thiadiazol-5-yl)-5,6-dihydro-[1,2,4]triazolo[4,3-a]pyrazine-7(8H)-carboxamide FC1=CC=C(C=C1)NC(=O)N1[C@@H](C=2N(CC1)C(=NN2)C2=NC(=NS2)C)C